(3-(((4-(2-((6-(pyridazin-4-yl)-1H-indazol-4-yl)oxy)ethoxy)butyl)amino)methyl)-5-(trifluoromethoxy)phenyl)methanol N1=NC=C(C=C1)C1=CC(=C2C=NNC2=C1)OCCOCCCCNCC=1C=C(C=C(C1)OC(F)(F)F)CO